N-(4-(4-(4-aminopiperidin-1-yl)-4-oxobutyl)-1-phenyl-1H-imidazol-2-yl)-3-(1-methyl-1H-pyrazol-4-yl)benzamide NC1CCN(CC1)C(CCCC=1N=C(N(C1)C1=CC=CC=C1)NC(C1=CC(=CC=C1)C=1C=NN(C1)C)=O)=O